CC(C(=O)OCC1CO1)(CC(C)(C)C)C glycidyl 2,2-dimethyl-4,4-dimethylpentanoate